tert-butyl 4-[3-(2-chloro-6-methyl-phenyl)-7-[(2,4-dimethoxyphenyl) methylamino]-2-oxo-4H-pyrido[4,3-d]pyrimidin-1-yl]piperidine-1-carboxylate ClC1=C(C(=CC=C1)C)N1C(N(C2=C(C1)C=NC(=C2)NCC2=C(C=C(C=C2)OC)OC)C2CCN(CC2)C(=O)OC(C)(C)C)=O